CC=1C=C2C=NC(=NC2=C(C1)N1CCC(CC1)C#N)NC1=CC=C(C=C1)S(=O)(=O)C 1-(6-methyl-2-((4-(methylsulfonyl)phenyl)amino)quinazolin-8-yl)piperidine-4-carbonitrile